ClC=1N=C(C2=C(N1)C(=CS2)C2=CC=NN2C2OCCCC2)N2[C@@H](COCC2)C (3R)-4-(2-chloro-7-(1-(tetrahydro-2H-pyran-2-yl)-1H-pyrazol-5-yl)thieno[3,2-d]pyrimidin-4-yl)-3-methylmorpholine